1-(2-(3,8-diazabicyclo[3.2.1]octan-3-yl)-6,7-dihydrothiazolo[5,4-c]pyridin-5(4H)-yl)-2-cyclopentylethan-1-one C12CN(CC(CC1)N2)C=2SC=1CN(CCC1N2)C(CC2CCCC2)=O